N-(2,4-difluoro-3-((2-hydroxyethyl)amino)benzyl)-6'-fluoro-1'-methyl-4'-oxo-3',4'-dihydro-1'h-spiro[piperidine-4,2'-quinoline]-1-carboxamide FC1=C(CNC(=O)N2CCC3(N(C4=CC=C(C=C4C(C3)=O)F)C)CC2)C=CC(=C1NCCO)F